FC(C1=NN(C=C1NC(=O)C=1C=NN2C1N=C(C=C2)N2CCN(CC2)C)C2CCC(CC2)CN(CCC2CCNCC2)C)F N-(3-(difluoromethyl)-1-((1R,4R)-4-((methyl(2-(piperidin-4-yl)ethyl)amino)methyl)cyclohexyl)-1H-pyrazol-4-yl)-5-(4-methylpiperazin-1-yl)pyrazolo[1,5-a]pyrimidine-3-carboxamide